2-bromo-1-iodo-dibenzo[b,d]furan BrC1=C(C2=C(OC3=C2C=CC=C3)C=C1)I